3-methyl-pentadecanone CC(C(C)=O)CCCCCCCCCCCC